ClC1=C(C(=CC=C1)Cl)C1=CC2=C(N=C(N=C2)NC=2C=NC(=C(C(=O)N)C2)OC2=NN(C=C2)CC)N(C1=O)C 5-((6-(2,6-dichlorophenyl)-8-methyl-7-oxo-7,8-dihydropyrido[2,3-d]pyrimidin-2-yl)amino)-2-((1-ethyl-1H-pyrazol-3-yl)oxy)nicotinamide